chloro(2-methoxyphenyl)(4-(tributylsilyl)phenyl)phosphine ClP(C1=CC=C(C=C1)[Si](CCCC)(CCCC)CCCC)C1=C(C=CC=C1)OC